(E)-3-((3-((E)-4-((2,6-dimethylmorpholino)methyl)styryl)-4-methoxy-1H-indazol-6-yl)methylene)-5-methoxyindolin-2-one trifluoroacetate FC(C(=O)O)(F)F.CC1OC(CN(C1)CC1=CC=C(/C=C/C2=NNC3=CC(=CC(=C23)OC)\C=C/2\C(NC3=CC=C(C=C23)OC)=O)C=C1)C